FC1=C2CN(C(C2=CC(=C1)CO)=O)C1C(N(C(CC1)=O)COCC[Si](C)(C)C)=O 3-(4-fluoro-6-(hydroxymethyl)-1-oxoisoindolin-2-yl)-1-((2-(trimethylsilyl)ethoxy)methyl)piperidine-2,6-dione